FC(OC=1C=2N(C=C(C1)C(=O)NC1=NC(=CC=C1)C(F)F)C=C(N2)[C@]21CO[C@](CC2)(C1)C)F 8-(difluoromethoxy)-N-(6-(difluoromethyl)pyridin-2-yl)-2-((1R,4S)-1-methyl-2-oxabicyclo[2.2.1]heptan-4-yl)imidazo[1,2-a]pyridine-6-carboxamide